Cl.NC1=C(C(=O)O)C=C(C=N1)C(F)(F)F 2-amino-5-(trifluoromethyl)nicotinic acid hydrochloride